3-(5-((2-((2-methoxycyclopentyl)amino)cyclohexyl)oxy)-1-oxoisoindolin-2-yl)piperidine-2,6-dione COC1C(CCC1)NC1C(CCCC1)OC=1C=C2CN(C(C2=CC1)=O)C1C(NC(CC1)=O)=O